C(C=C)(=O)N1[C@H](CN(CC1)C1=NC(=NC=2C[C@@H](CCC12)N1CCCC2=CC=CC=C12)N1CC(C1)N(C)C)CC#N 2-((S)-1-Acryloyl-4-((R)-2-(3-(dimethylamino)azetidin-1-yl)-7-(3,4-dihydroquinolin-1(2H)-yl)-5,6,7,8-tetrahydroquinazolin-4-yl)piperazin-2-yl)acetonitrile